N6-diazo-N2-methyl-lysine [N+](=[N-])=NCCCC[C@H](NC)C(=O)O